(S)-4-(5-(3-((2-((S)-3-carboxybutanoyl)-4-chloro-6-hydroxybenzo[b]thiophen-5-yl)oxy)propoxy)-4-chloro-6-methoxybenzo[b]thiophen-2-yl)-2-methyl-4-oxobutanoic acid C(=O)(O)[C@H](CC(=O)C1=CC2=C(S1)C=C(C(=C2Cl)OCCCOC2=C(C1=C(SC(=C1)C(C[C@@H](C(=O)O)C)=O)C=C2OC)Cl)O)C